ClC=1C=C2C(=NC1OC)C(=C(N2C)C=2NC(=NN2)[C@H](C(F)(F)F)OCCO)N2C=NC=C2 (R)-2-(1-(5-(6-chloro-3-(1H-imidazol-1-yl)-5-methoxy-1-methyl-1H-pyrrolo[3,2-b]pyridin-2-yl)-4H-1,2,4-triazol-3-yl)-2,2,2-trifluoroethoxy)ethan-1-ol